FC1=C(C=C(C(=C1O)F)C(F)(F)F)C1=NN(C2=C1C=NC(=C2)N(C2CCN(CC2)C(C)=O)C)C 1-(4-((3-(2,4-Difluoro-3-hydroxy-5-(trifluoromethyl)phenyl)-1-methyl-1H-pyrazolo[4,3-c]pyridin-6-yl)(methyl)amino)piperidin-1-yl)ethanone